BrC=1C=C2C=CN(C(C2=CC1)=O)C 6-bromo-2-methylisoquinolin-1-one